isopentenethiol C(=CC(C)C)S